4-amino-4-(4-bromo-3-fluorophenyl)butyric acid NC(CCC(=O)O)C1=CC(=C(C=C1)Br)F